trichlorodifluoropropane CC(C(F)(F)Cl)(Cl)Cl